6-(4-isopropyl-5-(8-methyl-[1,2,4]triazolo[1,5-a]pyridin-6-yl)-1-((2-(trimethylsilyl)ethoxy)methyl)-1H-pyrazol-3-yl)-1,2,3,4-tetrahydroisoquinoline C(C)(C)C=1C(=NN(C1C=1C=C(C=2N(C1)N=CN2)C)COCC[Si](C)(C)C)C=2C=C1CCNCC1=CC2